2-tert-butyl-1,3-dimethoxypropane C(C)(C)(C)C(COC)COC